CC1=CSC2=C1N=CN=C2N[C@H](CN2CCN(CC2)S(=O)(=O)C=2C=C1CCN(C1=CC2)C(C)=O)C 1-[5-({4-[(2S)-2-({7-methylthieno[3,2-d]pyrimidin-4-yl}amino)propyl]piperazin-1-yl}sulfonyl)-2,3-dihydro-1H-indol-1-yl]ethan-1-one